N[C@H](CC1=CC=C(C=C1)O)C(=O)O D-tyrosine